ClC=1N=NC(=C(C1C1CC1)C=C)Cl 3,6-dichloro-4-cyclopropyl-5-vinylpyridazine